5-(4-isobutoxybenzyl)-7-(1-methylpyrrolidin-3-yl)-5,7-diazaspiro[2.5]octane-6-one C(C(C)C)OC1=CC=C(CN2CC3(CC3)CN(C2=O)C2CN(CC2)C)C=C1